ClC=1SC(=CN1)CC(C(C(C)(C)C)O)N1N=CN=C1 1-(2-chlorothiazol-5-yl)-4,4-dimethyl-2-(1H-1,2,4-triazol-1-yl)pentan-3-ol